(1R,3R,5R,7S)-adamantane C12CC3CC(CC(C1)C3)C2